CC1=CC(=NC(=N1)N1CCCC1)C=1C=NN(C1)C1=C(C=C(C=C1)NS(=O)(=O)CC(=O)OC)N1CCC2(CC2)CC1 Methyl 2-(N-(4-(4-(6-methyl-2-(pyrrolidin-1-yl)pyrimidin-4-yl)-1H-pyrazol-1-yl)-3-(6-azaspiro[2.5]octan-6-yl)phenyl) sulfamoyl)acetate